BrC=1N(C2=NC(=NC(=C2N1)N)F)CC1=CC(=CC=C1)CBr 8-bromo-9-(3-(bromomethyl)benzyl)-2-fluoro-9H-purine-6-amine